NC=1C(=NC(=NC1)Cl)N(CC(C(=O)OCC)(F)F)CC ethyl 3-((5-amino-2-chloropyrimidin-4-yl)(ethyl)amino)-2,2-difluoropropanoate